2-(2-aminoethoxy)-N-[4-[[3-(3-chloro-4-methoxy-phenyl)imidazo[1,2-a]pyrazin-8-yl]amino]phenyl]acetamide NCCOCC(=O)NC1=CC=C(C=C1)NC=1C=2N(C=CN1)C(=CN2)C2=CC(=C(C=C2)OC)Cl